(S)-N-(1-(5-(2-cyclopropylquinolin-6-yl)oxazol-2-yl)-7-oxononyl)-8-isopropyl-1-oxa-2,8-diazaspiro[4.5]dec-2-ene-3-carboxamide C1(CC1)C1=NC2=CC=C(C=C2C=C1)C1=CN=C(O1)[C@H](CCCCCC(CC)=O)NC(=O)C1=NOC2(C1)CCN(CC2)C(C)C